1,1-dimethylpropoxytrimethylsilane CC(CC)(O[Si](C)(C)C)C